Cl.NC(C(=O)N)CC1C(NC2(CCC2)C1)=O 2-amino-3-(6-oxo-5-azaspiro[3.4]oct-7-yl)propanamide hydrochloride